(S)-Benzyl 3-(3-(((tert-butyldimethylsilyl)oxy)methyl)-4-methylphenyl)-3-(4-chloro-1-ethyl-1H-benzo[d][1,2,3]triazol-5-yl)propanoate [Si](C)(C)(C(C)(C)C)OCC=1C=C(C=CC1C)[C@H](CC(=O)OCC1=CC=CC=C1)C1=C(C2=C(N(N=N2)CC)C=C1)Cl